CN([C@@H]1C([C@@H](C1)OC1=C(C=C(C=N1)NC1=NC=CC(=N1)NC=1C(=NC2=C(C=CC=C2C1)F)O)OC)(C)C)C 3-(2-{6-[(1R,3S)-3-(dimethylamino)-2,2-dimethylcyclobutoxy]-5-methoxy-3-pyridylamino}-4-pyrimidinylamino)-8-fluoro-2-quinolinol